CC1=CC=C(C2=CC=CC=C12)C=O 4-methylnaphthalen-1-ylmethanone